4,5-dihydro-4-oxothiazolium iodide [I-].O=C1[NH+]=CSC1